(S)-4-(3-(6-bromo-7-((1-(ethylsulfonyl)pyrrolidine-3-yl)amino)-3H-imidazo[4,5-b]pyridine-2-yl)-2,5-dimethyl-1H-pyrrol-1-yl)-N-(2-morpholinoethyl)benzamide BrC=1C(=C2C(=NC1)NC(=N2)C2=C(N(C(=C2)C)C2=CC=C(C(=O)NCCN1CCOCC1)C=C2)C)N[C@@H]2CN(CC2)S(=O)(=O)CC